tert-butyl N-[(1S*,5R*)-3-azabicyclo[3.1.0]hexan-6-yl]carbamate [C@H]12CNC[C@@H]2C1NC(OC(C)(C)C)=O |o1:0,4|